F[C@H]1CN(CC[C@H]1NC1=C2C=C(N(C2=CC=C1)CC(F)(F)F)C1=NOC(=N1)CNC(=O)C1=CSC(=C1)C(C)(C)O)C N-[[3-[4-[[(3S,4R)-3-fluoro-1-methyl-4-piperidyl]amino]-1-(2,2,2-trifluoroethyl)indol-2-yl]-1,2,4-oxadiazol-5-yl]methyl]-5-(1-hydroxy-1-methyl-ethyl)thiophene-3-carboxamide